2-(2,3-dichloro-4-(2-methylenebutanoyl)phenoxy)-N-(1-(prop-2-yn-1-yl)-1H-indazol-4-yl)acetamide ClC1=C(OCC(=O)NC2=C3C=NN(C3=CC=C2)CC#C)C=CC(=C1Cl)C(C(CC)=C)=O